C1(CC1)[C@H]1[C@H](NC(C=2N1N=C(C2)N2[C@@H](COCC2)C)=O)C (6R,7S)-7-cyclopropyl-6-methyl-2-[(3R)-3-methylmorpholin-4-yl]-6,7-dihydro-5H-pyrazolo[1,5-a]pyrazin-4-one